CC1=NN(C=C1NC1=NC=C(C(=N1)NCCCN1C(OCCCC1)=O)C(F)(F)F)C1CC2CCC(C1)N2C 3-(3-((2-((3-methyl-1-(8-methyl-8-azabicyclo[3.2.1]octan-3-yl)-1H-pyrazol-4-yl)amino)-5-(trifluoromethyl)pyrimidin-4-yl)amino)propyl)-1,3-oxazepan-2-one